C1(CC1)C1=C(C(=NO1)C1=C(C=CC=C1)OC(F)(F)F)CO[C@H]1[C@@H]2CN([C@H](C1)C2)C(=O)OC(C)(C)C Tert-butyl (1S,4S,5R)-5-((5-cyclopropyl-3-(2-(trifluoromethoxy)phenyl) isoxazol-4-yl)methoxy)-2-azabicyclo[2.2.1]heptane-2-formate